CC(C)[Ca] (R)-2-propyl-calcium